Hydroxystyrene Acrylate C(C=C)(=O)O.OC=CC1=CC=CC=C1